2-phenylethylacrylate (2-PHENYLETHYL ACRYLATE) C1(=CC=CC=C1)CCC(C(=O)O)=C.C1(=CC=CC=C1)CCOC(C=C)=O